C1(CCC1)OCC1CN(CCC1)C1CCN(CC1)C(=O)C1=CN=C(S1)N[C@@H](C)C1=NC=CC=C1F {3-[(Cyclobutyloxy)methyl][1,4'-bipiperidine]-1'-yl}(2-{[(1S)-1-(3-fluoropyridin-2-yl)ethyl]amino}-1,3-thiazol-5-yl)methanone